monoisononyl oxalate C(C(=O)[O-])(=O)OCCCCCCC(C)C